3-(((E)-3-butylundec-2-enoyl)oxy)-2-(((((1-methylpyrrolidin-3-yl)methoxy)carbonyl)oxy)methyl)propyl (9Z,12Z)-octadeca-9,12-dienoate C(CCCCCCC\C=C/C\C=C/CCCCC)(=O)OCC(COC(\C=C(\CCCCCCCC)/CCCC)=O)COC(=O)OCC1CN(CC1)C